lithium N,N'-dimethylsulphonyl-dianiline CN(C1=CC=CC=C1)S(=O)(=O)N(C1=CC=CC=C1)C.[Li]